3,10-DIMETHOXY-5,8,13,13A-TETRAHYDRO-6H-ISOQUINOLINO[3,2-A]ISOQUINOLIN-9-YL 3-FLUOROBENZENESULFONATE FC=1C=C(C=CC1)S(=O)(=O)OC1=C(C=CC=2CC3N(CCC=4C=C(C=CC34)OC)CC12)OC